1-Heptyl-2-butylpyrrolidinium fluorid [F-].C(CCCCCC)[NH+]1C(CCC1)CCCC